2,2-difluoro-2-ethylsulfonate FC(C)(F)S(=O)(=O)[O-]